2'-Carboxymethoxy-4,4'-bis(3-methyl-2-butenyloxy)chalcone C(=O)(O)COC1=C(C(/C=C/C2=CC=C(C=C2)OCC=C(C)C)=O)C=CC(=C1)OCC=C(C)C